[Rb+].C(C=C)(=O)[O-] acrylic acid rubidium salt